[Se]1C=CC2=C1C=CC=C2 benzoselenophene